N-[(1S)-1-(5-iodo-2-pyrimidin-2-yl-1,2,4-triazol-3-yl)ethyl]-3,5-bis(trifluoromethyl)benzamide IC=1N=C(N(N1)C1=NC=CC=N1)[C@H](C)NC(C1=CC(=CC(=C1)C(F)(F)F)C(F)(F)F)=O